C(=O)(C([2H])([2H])[2H])C(=O)C([2H])([2H])[2H] biacetyl-d6